(4-fluoro-3-methylphenyl)-2-isopropyl-6-(1,2,3,4-tetrahydroisoquinolin-7-ylamino)-1H-pyrazolo[3,4-d]pyrimidin-3(2H)-one FC1=C(C=C(C=C1)N1N(C(C=2C1=NC(=NC2)NC2=CC=C1CCNCC1=C2)=O)C(C)C)C